1-(2-Hydroxy-3-trimethoxysilylpropoxypropyl)imidazole tert-butyl-2-(4-bromophenyl)-3-(((trifluoromethyl)sulfonyl)oxy)-1,4,8-triazaspiro[4.5]deca-1,3-diene-8-carboxylate C(C)(C)(C)OC(=O)N1CCC2(N=C(C(=N2)C2=CC=C(C=C2)Br)OS(=O)(=O)C(F)(F)F)CC1.OC(COCCCN1C=NC=C1)C[Si](OC)(OC)OC